P(=O)(OC(CCCCCCC)C)(OC(CCCCCCC)C)OC(CCCCCCC)C tri-(methyl octyl) phosphate